1-(2-fluoro-4-(5-(trifluoromethyl)-1,2,4-oxadiazol-3-yl)phenyl)-2-(phenylthio)ethan-1-one FC1=C(C=CC(=C1)C1=NOC(=N1)C(F)(F)F)C(CSC1=CC=CC=C1)=O